(2-(chloromethyl)-6-cyclopropylimidazo[1,2-a]pyridin-8-yl)(oxetan-3-yl)methanol ClCC=1N=C2N(C=C(C=C2C(O)C2COC2)C2CC2)C1